tert-butyl (2R,3S,4S)-4-[(tert-butoxycarbonyl)oxy]-3-hydroxy-2-{[4-(1,3-thiazol-5-yl)phenyl]methyl}pyrrolidine-1-carboxylate C(C)(C)(C)OC(=O)O[C@@H]1[C@H]([C@H](N(C1)C(=O)OC(C)(C)C)CC1=CC=C(C=C1)C1=CN=CS1)O